FC1=C(N)C=CC=C1 2-Fluoroanilin